C([C@H](O)C1=CC=CC=C1)(=O)O.C(CCCC)N1CN(C=C1)C 1-amyl-3-methylimidazole R-mandelate